beta-Carotenone CC(=O)CCCC(C(=O)/C=C/C(=C/C=C/C(=C/C=C/C=C(/C=C/C=C(/C=C/C(=O)C(CCCC(=O)C)(C)C)\C)\C)/C)/C)(C)C